5-cyclopropyl-3-(6-(piperidin-3-yl)pyridin-2-yl)pyrazolo[1,5-a]pyridine C1(CC1)C1=CC=2N(C=C1)N=CC2C2=NC(=CC=C2)C2CNCCC2